ClC1=C(C(=O)NCC(F)F)C=C(C(=C1)F)N1C(N(C(N(C1=O)C)=S)C)=O 2-chloro-N-(2,2-difluoroethyl)-5-(3,5-dimethyl-2,6-dioxo-4-thioxo-1,3,5-triazin-1-yl)-4-fluorobenzamide